OC1(CC(C1)C(=O)N1CC2(C1)C=C(CC2)C2=C(C(=CC=C2)C(F)(F)F)C)C ((1s,3s)-3-Hydroxy-3-methylcyclobutyl)(6-(2-methyl-3-(trifluoromethyl)phenyl)-2-azaspiro[3.4]oct-5-en-2-yl)methanone